1-Methyl-3-{2-[(1H-pyrazol-1-yl)methyl]-[1,1'-biphenyl]-4-yl}-1,3,5-triazinan-2,4,6-trion CN1C(N(C(NC1=O)=O)C1=CC(=C(C=C1)C1=CC=CC=C1)CN1N=CC=C1)=O